C(=O)O.C(C1=CC=CC=C1)OC1=NC(=CC=C1C1=CC=C(C=C1)Br)OCC1=CC=CC=C1 2,6-dibenzyl-oxy-3-(4-bromophenyl)pyridine formic acid salt